3-(3-vinylbenzyl)-1H-indene C(=C)C=1C=C(CC2=CCC3=CC=CC=C23)C=CC1